1-(6-(4-isopropyl-4H-1,2,4-triazol-3-yl)pyridin-2-yl)-3-(5-(4-methoxybenzoyl)-4,5,6,7-tetrahydrothiazolo[5,4]pyridin-2-yl)urea C(C)(C)N1C(=NN=C1)C1=CC=CC(=N1)NC(=O)NC=1SC=2CCC(NC2N1)C(C1=CC=C(C=C1)OC)=O